5-(5-bromo-1-tosyl-1H-pyrrolo[2,3-b]pyridin-3-yl)-2-methoxypyridin-3-amine BrC=1C=C2C(=NC1)N(C=C2C=2C=C(C(=NC2)OC)N)S(=O)(=O)C2=CC=C(C)C=C2